ClC=1C=CC2=C(C[C@H](CC=3N2C(=NN3)[C@@H]3CC[C@H](CC3)OC3=NC=CC=C3)OC)C1 (5R)-8-chloro-5-methoxy-1-[trans-4-(pyridin-2-yloxy)cyclohexyl]-5,6-dihydro-4H-[1,2,4]triazolo[4,3-a][1]benzazepine